4-amino-N-(1,3-dimethyl-1H-pyrazol-4-yl)-N-((4-(6-methylpyridin-3-yl)thiazol-2-yl)methyl)-1,3-dihydrofuro[3,4-c]quinoline-8-carboxamide NC1=NC=2C=CC(=CC2C2=C1COC2)C(=O)N(CC=2SC=C(N2)C=2C=NC(=CC2)C)C=2C(=NN(C2)C)C